NC1=NC(=NC(=N1)N)CCN1C(=NC=C1)CCCCCCCCCCC 2,4-diamino-6-[2-(2-undecyl-1-imidazolyl)ethyl]-S-triazine